NC1=NC=C(C=N1)C#CC=1C(=C(C=CC1Cl)NS(=O)(=O)C=1C(=NC=C(C1)Cl)OC)F N-(3-((2-aminopyrimidin-5-yl)ethynyl)-4-chloro-2-fluorophenyl)-5-chloro-2-methoxypyridine-3-sulfonamide